Cl[Si](C)(C)C(C#N)(C)C chlorodimethylsilyl-2-methylpropanenitrile